FC=1C=C(C=C(C1)F)[C@H]1CC=NN1C(=O)[C@H]1C[C@@H]2C(CNC2)=C1 (3ar,5S,6as)-5-((R)-5-(3,5-difluorophenyl)-4,5-dihydro-1H-pyrazole-1-carbonyl)hexahydrocyclopenta[c]pyrrol